(S)-3-hydroxy-pyrrolidine O[C@@H]1CNCC1